FC1=C(C=CC(=C1)F)CON1N=C(C=C1)C1CC(N(CC1)C(=O)OC(C)(C)C)C tert-butyl 4-[1-[(2,4-difluorophenyl)methoxy]pyrazol-3-yl]-2-methyl-piperidine-1-carboxylate